C(C1=CC=CC=C1)OC/C=C/C1=CC=CC=C1 (E)-(3-(benzyloxy)prop-1-en-1-yl)benzene